manganese bismethionate S(=O)(=O)([O-])CS(=O)(=O)[O-].S(=O)(=O)([O-])CS(=O)(=O)[O-].[Mn+4]